ClC1=CC2=C(N(C(C(N2C)=O)=O)C2C[C@H](N(C[C@@H]2C)C(=O)OC(C)(C)C)C)N=C1 tert-butyl (2R,5S)-4-(7-chloro-1-methyl-2,3-dioxo-2,3-dihydropyrido[2,3-b]pyrazine-4(1H)-yl)-2,5-dimethylpiperidine-1-carboxylate